NC=1C(N(C=CC1)CC12CC3CC(CC(C1)C3)C2)=O 3-amino-1-(1-adamantylmethyl)pyridin-2(1H)-one